FC1=C2NC(C=3N(C2=CC=C1CN1CCN(CC1)C=1C(=NC(=CC1)C#N)F)N=CC3C)=O 6-fluoro-7-((4-(2-fluoro-6-cyanopyridin-3-yl)piperazin-1-yl)methyl)-3-methylpyrazolo[1,5-a]quinoxalin-4(5H)-one